Ethyl 2-(10-oxo-9-oxa-1-azaanthracen-6-yl)propionate O=C1C=2C=CC=NC2OC2=CC=C(C=C12)C(C(=O)OCC)C